(1-methyl-1H-pyrazol-4-yl)-2-nitroethane-1-ol CN1N=CC(=C1)C(C[N+](=O)[O-])O